5-(5-chloro-2-{[(3S)-3-(morpholin-4-ylmethyl)-3,4-dihydroisoquinolin-2(1H)-yl]carbonyl}phenyl)-N-(4-hydroxyphenyl)-1,2-dimethyl-N-(1-methyl-1H-pyrazol-4-yl)-1H-pyrrole-3-carboxamide ClC=1C=CC(=C(C1)C1=CC(=C(N1C)C)C(=O)N(C=1C=NN(C1)C)C1=CC=C(C=C1)O)C(=O)N1CC2=CC=CC=C2C[C@H]1CN1CCOCC1